5,7-difluorobenzofuran-3-one oxime FC=1C=C(C2=C(C(CO2)=NO)C1)F